ClC1=CC=C2C(=N1)N=C(O2)N[C@H]2CN(CCC2)C2CC(C2)O 3-[(3R)-3-[(5-Chlorooxazolo[4,5-b]pyridin-2-yl)amino]-1-piperidyl]cyclobutanol